O=C1N(C=2C=3N1CCNC3C=CC2)C2C(NC(CC2)=O)=O 3-(2-Oxo-5,6-dihydro-4H-imidazo[1,5,4-de]quinoxalin-1(2H)-yl)piperidine-2,6-dione